(R or S)-N-(6-(4-(4,4-difluoro-2-methylpyrrolidin-2-yl)-1H-imidazol-1-yl)-5-fluoropyridin-3-yl)-2-(5-methyl-3-(trifluoromethyl)-1H-pyrazol-1-yl)acetamide FC1(C[C@](NC1)(C)C=1N=CN(C1)C1=C(C=C(C=N1)NC(CN1N=C(C=C1C)C(F)(F)F)=O)F)F |o1:3|